C(#N)C1=CC=C(C[N+]2=C3N(C(C(=C2)C2SC(C(S2)C)C)=O)C=CC=C3)C=C1 1-(4-cyanobenzyl)-3-(4,5-dimethyl-1,3-dithiolan-2-yl)-4-oxo-4H-pyrido[1,2-a]pyrimidinium